2,2,7-trifluoro-4-(prop-2-yn-1-yl)-6-(2,3,5,6-tetrafluoro-4-methoxyphenyl)-2H-benzo[b][1,4]oxazin-3(4H)-one FC1(C(N(C2=C(O1)C=C(C(=C2)C2=C(C(=C(C(=C2F)F)OC)F)F)F)CC#C)=O)F